C(C)(C)(C)OC(=O)N1CC(C(=CC1)OS(=O)(=O)C(F)(F)F)C 3-methyl-4-(trifluoromethanesulfonyloxy)-1,2,3,6-tetrahydropyridine-1-carboxylic acid tert-butyl ester